1-(4-(7-chloro-6-(2-fluoro-6-hydroxyphenyl)-4-((1S)-1-phenylethyl)-1-phthalazinyl)-1-piperazinyl)-2-propen-1-one ClC1=C(C=C2C(=NN=C(C2=C1)N1CCN(CC1)C(C=C)=O)[C@@H](C)C1=CC=CC=C1)C1=C(C=CC=C1O)F